C(C1=CC=CC=C1)N1CC(CCC1)C1=CC=NC=2N1N=C(C2)CN(C)C 1-(7-(1-Benzylpiperidin-3-yl)pyrazolo[1,5-a]pyrimidin-2-yl)-N,N-dimethylmethanamine